O=C1N(C=CC(N1)=O)CCNS(=O)(=O)CC1=CC=C(C=C1)F N-(2-(2,4-dioxo-3,4-dihydropyrimidin-1(2H)-yl)ethyl)-1-(4-fluorophenyl)methanesulfonamide